5-((2-Chloro-5-methylphenyl)amino)-2-methyl-isoindolin-1-one ClC1=C(C=C(C=C1)C)NC=1C=C2CN(C(C2=CC1)=O)C